CN1C(C2=CC=CC=C2C1=O)=O methyl-1,3-dioxo-2H-isoindole